NC1(CC1)COC1=C(C=C2C(=CC=NC2=C1)OC=1C=C2C=CC=C(C2=CC1)C(=O)NC)OC 6-(7-((1-aminocyclopropyl)methoxy)-6-methoxyquinolin-4-yloxy)-N-methyl-1-naphthamide